C(C)(C)(C)[Si](OCC1CC(C1)N1N=CC(=C1)B1OC(C(O1)(C)C)(C)C)(C1=CC=CC=C1)C1=CC=CC=C1 tert-butyl-diphenyl-[[3-[4-(4,4,5,5-tetramethyl-1,3,2-dioxaborolan-2-yl)pyrazol-1-yl]cyclobutyl]methoxy]silane